tert-butyl (4S)-2,2-dimethyl-4-(tetrahydro-2H-pyran-2-yl)oxazolidine-3-carboxylate CC1(OC[C@H](N1C(=O)OC(C)(C)C)C1OCCCC1)C